C1(CC1)NC(=O)NCCC1=CC=C(C=C1)C1=NOC(=N1)C(F)(F)F 1-cyclopropyl-3-[2-[4-[5-(trifluoromethyl)-1,2,4-oxadiazol-3-yl]phenyl]ethyl]urea